NC1=C(C=C(C=N1)NC(C(=O)N1[C@H](CC[C@@H](C1)C)C=1C=CC2=C(N=C(S2)CCN(C)C)C1)=O)C |o1:12,15| N-(6-amino-5-methyl-3-pyridyl)-2-[rel-(2R,5S)-2-[2-[2-(dimethylamino)ethyl]-1,3-benzothiazol-5-yl]-5-methyl-1-piperidyl]-2-oxo-acetamide